5-((7-Chloro-1H-indol-3-yl)methyl)-3-methyl-2,4-imidazolidindion ClC=1C=CC=C2C(=CNC12)CC1C(N(C(N1)=O)C)=O